1-(6-cyclopropyl-imidazo[1,2-a]pyridin-2-yl)ethan-1-amine C1(CC1)C=1C=CC=2N(C1)C=C(N2)C(C)N